OC1=CC=C(C=C1)C(CCCCCCCCC)C1=CC=C(C=C1)O 1,1-bis(4-hydroxyphenyl)-n-decane